FC=1C(=C2C=CN(C2=CC1)[Si](C(C)C)(C(C)C)C(C)C)C=1CCN(CC1)C(=O)OC(C)(C)C tert-butyl 4-(5-fluoro-1-triisopropylsilyl-indol-4-yl)-3,6-dihydro-2H-pyridine-1-carboxylate